(S)-4-(1-Hydroxy-7-(trifluoromethyl)-3,4-dihydro-1H-benzo[c][1,2]oxaborinin-3-yl)-2-(pyridin-3-ylmethoxy)benzimidamid OB1O[C@@H](CC2=C1C=C(C=C2)C(F)(F)F)C2=CC(=C(C(N)=N)C=C2)OCC=2C=NC=CC2